tert-butyl N-[(5-hydroxy-6-methoxy-1,3-benzothiazol-2-yl)methyl]carbamate OC=1C(=CC2=C(N=C(S2)CNC(OC(C)(C)C)=O)C1)OC